COC=1C=C2C(=NC=NC2=CC1OC)N1CC2=CC=CC(=C2CC1)S(=O)(=O)N1CCN(CC1)C 6,7-dimethoxy-4-(5-((4-methylpiperazin-1-yl)sulfonyl)-3,4-dihydroisoquinolin-2(1H)-yl)quinazoline